ClC1=NC=C(C(=C1)N1C[C@H](CCC1)NC(OC(C)(C)C)=O)CCC=1C=NN(C1)CC(F)F tert-Butyl (S)-(1-(2-chloro-5-((1-(2,2-difluoroethyl)-1H-pyrazol-4-yl)ethanyl)pyridin-4-yl)piperidin-3-yl)carbamate